4-(4-(2-(2-aminopyridin-3-yl)-5-phenyl-3H-imidazo[4,5-b]pyridin-3-yl)benzyl)-2-(hydroxymethyl)piperazine-1-carboxylate NC1=NC=CC=C1C1=NC=2C(=NC(=CC2)C2=CC=CC=C2)N1C1=CC=C(CN2CC(N(CC2)C(=O)[O-])CO)C=C1